5-(1,1-dioxothiomorpholinyl)pyrazolo[1,5-a]pyrimidine-3-carboxamide O=S1(CCN(CC1)C1=NC=2N(C=C1)N=CC2C(=O)N)=O